C(#N)C(=CC=1C=C(CCNC(=O)N[C@@H](CC2=CC=CC=C2)B2O[C@@]3([C@H](O2)C[C@H]2C([C@@H]3C2)(C)C)C)C=CC1)C1=NC=C(C=C1)C(F)(F)F 1-(3-(2-cyano-2-(5-(trifluoromethyl)pyridin-2-yl)vinyl)phenethyl)-3-((R)-2-phenyl-1-((3aS,4S,6S,7aR)-3a,5,5-trimethylhexahydro-4,6-methanobenzo[d][1,3,2]dioxaborol-2-yl)ethyl)urea